OCC(CNC(NCCCCCC(=O)O)=O)(CO)COCC(CO)CO 6-(3-(3-hydroxy-2-((3-hydroxy-2-(hydroxymethyl)propoxy)methyl)-2-(hydroxymethyl)propyl)ureido)hexanoic acid